C(\C=C\C(=O)O)(=O)O.FC1=CC(=C2C(=CNC2=C1)CCN(C(C)C)C(C)C)OC N-(2-(6-fluoro-4-methoxy-1H-indol-3-yl)ethyl)-N-isopropylpropan-2-amine fumarate